C1(CC1)C1=C(C(=NO1)C1=C(C=CC=C1Cl)Cl)C1=CC2(C1)CCN(CC2)C2=CC=C1C(=NN(C1=C2)C)C(=O)O 6-(2-(5-cyclopropyl-3-(2,6-dichlorophenyl)isoxazol-4-yl)-7-azaspiro[3.5]non-1-en-7-yl)-1-methyl-1H-indazole-3-carboxylic acid